S(=O)(=O)=S1C=NC2=C1C=CC=C2 Sulfonyl-benzothiazole